(R)-1-(2-chloropyridin-3-yl)ethyl (1-methyl-4-(5-(nicotinamido) pyridin-2-yl)-1,2,3-triazol-5-yl)carbamate CN1N=NC(=C1NC(O[C@H](C)C=1C(=NC=CC1)Cl)=O)C1=NC=C(C=C1)NC(C1=CN=CC=C1)=O